2,2-dimethyl-4-(2-(6-(trifluoromethyl)imidazo[1,2-a]pyrazin-3-yl)pyrimidin-4-yl)morpholine CC1(CN(CCO1)C1=NC(=NC=C1)C1=CN=C2N1C=C(N=C2)C(F)(F)F)C